NC[C@@H](C)NC(C1=C(C=C(C(=C1)F)N1N=C(N(C1=O)C)C(C)C)O[C@@H](C)CC(C)C)=O N-[(2R)-1-Aminoprop-2-yl]-5-fluoro-4-[4-methyl-5-oxo-3-(prop-2-yl)-4,5-dihydro-1H-1,2,4-triazol-1-yl]-2-{[(2S)-4-methylpent-2-yl]oxy}benzamide